3-(4-((8-(8-methyl-3,8-diazabicyclo[3.2.1]octan-3-yl)octyl)thio)-1-oxoisoindolin-2-yl)piperidine-2,6-dione CN1C2CN(CC1CC2)CCCCCCCCSC2=C1CN(C(C1=CC=C2)=O)C2C(NC(CC2)=O)=O